1-N-[4-[(6-carbamoyl-7-methoxy-1,5-naphthyridin-4-yl)oxy]phenyl]-1-N'-(4-fluorophenyl)cyclopropane-1,1-dicarboxamide C(N)(=O)C=1N=C2C(=CC=NC2=CC1OC)OC1=CC=C(C=C1)NC(=O)C1(CC1)C(=O)NC1=CC=C(C=C1)F